FC=1C=C(C=C(C1F)F)[Mg]Cl 3,4,5-trifluorophenyl-magnesium chloride